C[C@@H]1CC(NC1)=O (R)-4-methylpyrrolidin-2-one